ClC=1C=C(CNC(OC(C)(C)C)=O)C=C(C1C1C(NC(CC1)=O)=O)Cl tert-butyl (3,5-dichloro-4-(2,6-dioxopiperidin-3-yl)benzyl)carbamate